N'-ethoxy-4-methyl-5-methylsulfonyl-6-[1-methyl-5-(trifluoromethyl)benzimidazol-2-yl]pyridin-2-carboxamidin C(C)ON=C(N)C1=NC(=C(C(=C1)C)S(=O)(=O)C)C1=NC2=C(N1C)C=CC(=C2)C(F)(F)F